ethyl 4-fluoroindane-2-carboxylate FC1=C2CC(CC2=CC=C1)C(=O)OCC